CN1C[C@@H](CC1)C(=O)O (3R)-1-methylpyrrolidine-3-carboxylic acid